ClC=1C=C(C=CC1)[C@@H](CO)N1C(C=C(C=C1)C=1C=C2C(=NNC2=CC1)NC)=O (S)-1-(1-(3-chlorophenyl)-2-hydroxyethyl)-4-(3-(methylamino)-1H-indazol-5-yl)pyridin-2(1H)-one